ClC1=CC=C(N=N1)N1CC(CC1)NC1(CCC1)C 1-(6-chloropyridazin-3-yl)-N-(1-methylcyclobutyl)pyrrolidin-3-amine